sodium cis-4-hydroxy-L-proline O[C@H]1C[C@H](NC1)C(=O)O.[Na]